5-amino-7-fluoro-N-(3-morpholino-benzyl)imidazo-[1,2-c]-quinazoline-2-carboxamide NC1=NC=2C(=CC=CC2C=2N1C=C(N2)C(=O)NCC2=CC(=CC=C2)N2CCOCC2)F